C1(CC1)P([O-])([O-])=O Cyclopropylphosphonate